diisopropylpropane-1,3-diamine C(C)(C)C(CN)(CN)C(C)C